O[C@@H]1C[C@H](NC1)C(=O)O trans-4-HydroxyL-Proline